ClC1=CC=C(N=N1)N=C(C)NO N'-(6-chloropyridazin-3-yl)-N-hydroxy-acetamidine